BrC1=CN=C(N=N1)N1CCC2(CC1)C(C1=CC=CC=C1C2)N 1'-(6-bromo-1,2,4-triazin-3-yl)-1,3-dihydrospiro[indene-2,4'-piperidine]-1-amine